(2S)-3-(3-chloro-4-hydroxy-phenyl)-2-[4-[[(5-phenyl-2-thienyl)sulfonylamino]methyl]triazol-1-yl]propanehydroxamic acid ClC=1C=C(C=CC1O)C[C@@H](C(=O)NO)N1N=NC(=C1)CNS(=O)(=O)C=1SC(=CC1)C1=CC=CC=C1